2'-O,4'-C-methyleneguanosine tert-butyl-4-(4,4,5,5-tetramethyl-1,3,2-dioxaborolan-2-yl)-3,6-dihydro-2H-pyridine-1-carboxylate C(C)(C)(C)C1N(CC=C(C1)B1OC(C(O1)(C)C)(C)C)C(=O)OC[C@]12[C@H]([C@H]([C@@H](O1)N1C=NC=3C(=O)NC(N)=NC13)OC2)O